C1(CCCCC1)CC(=O)NC1=CC(=CC(=C1)C=1C=NN(C1)C)S(NCC1=C(C=C(C=C1)OC)OC)(=O)=O 2-cyclohexyl-N-(3-(N-(2,4-dimethoxybenzyl)sulfamoyl)-5-(1-methyl-1H-pyrazol-4-yl)phenyl)acetamide